2,3-dihydro-1H-inden-5-yl (S)-5-fluoro-3-((R)-5-isopropyl-3-(isoquinolin-1-yl)-4,5-dihydroisoxazole-5-carboxamido)-4-oxopentanoate FCC([C@H](CC(=O)OC=1C=C2CCCC2=CC1)NC(=O)[C@@]1(CC(=NO1)C1=NC=CC2=CC=CC=C12)C(C)C)=O